2-(((S)-3-fluoropyrrolidin-1-yl)methyl)-6-(3-((1s,3R)-3-methoxy-1-(4-methyl-4H-1,2,4-triazol-3-yl)cyclobutyl)phenyl)-4-(trifluoromethyl)-1,6-dihydro-7H-pyrrolo[2,3-c]pyridin-7-one F[C@@H]1CN(CC1)CC1=CC2=C(C(N(C=C2C(F)(F)F)C2=CC(=CC=C2)C2(CC(C2)OC)C2=NN=CN2C)=O)N1